CC(CC[C@@H](C(=O)O)NCC1=CC(=CC=C1)N1CCCC1)(C)C (2S)-5,5-dimethyl-2-({[3-(pyrrolidin-1-yl)phenyl]methyl}amino)hexanoic acid